(S)-5-fluoro-2,3-dimethyl-4-(3-(methylamino)cyclohex-1-en-1-yl)-1H-indole-7-carboxamide FC=1C(=C2C(=C(NC2=C(C1)C(=O)N)C)C)C1=C[C@H](CCC1)NC